diacetyltin diacetate C(C)(=O)[O-].C(C)(=O)[O-].C(C)(=O)[Sn+2]C(C)=O